methyl-4-(2-cyclopropyl-3-fluorophenyl)-2-(fluoromethyl)-5-oxo-4,5,6,7-tetrahydro-1H-cyclopenta[b]pyridine-3-carboxylate COC(=O)C=1C(C2=C(NC1CF)CCC2=O)C2=C(C(=CC=C2)F)C2CC2